(S)-6-((4-((2-hydroxy-1-phenylethyl)amino)-5-(3-(quinuclidin-4-yl)-1,2,4-oxadiazol-5-yl)pyridin-2-yl)amino)-1-isopropyl-2-methyl-1,2-dihydro-3H-indazol-3-one OC[C@H](C1=CC=CC=C1)NC1=CC(=NC=C1C1=NC(=NO1)C12CCN(CC1)CC2)NC2=CC=C1C(N(N(C1=C2)C(C)C)C)=O